3,6,9-trioxaundecanedi-carboxylate C(COCCOCCOCC)(C(=O)[O-])C(=O)[O-]